trans-N1-methylcyclohexane-1,4-diamine CN[C@@H]1CC[C@H](CC1)N